(S)-2-chloro-N,N-diethyl-4-((1-(1-(3,3,3-trifluoro-2-hydroxy-2-phenylpropanoyl)piperidin-4-yl)azetidin-3-yl)amino)benzamide ClC1=C(C(=O)N(CC)CC)C=CC(=C1)NC1CN(C1)C1CCN(CC1)C([C@](C(F)(F)F)(C1=CC=CC=C1)O)=O